C1(=CC=C(C=C1)NC(C(C(C)C)N1C=NC=2N(C(N(C(C12)=O)C)=O)C)=O)C1=CC=CC=C1 N-(biphenyl-4-yl)-2-(1,3-dimethyl-2,6-dioxo-2,3-dihydro-1H-purin-7(6H)-yl)-3-methylbutanamide